(methyl(1-(3,3,5-trimethyl-2,3-dihydro-1H-pyrrolo[3,2-b]pyridine-1-carbonyl)piperidin-4-yl)amino)methylbenzonitrile CN(C1CCN(CC1)C(=O)N1CC(C2=NC(=CC=C21)C)(C)C)CC2=C(C#N)C=CC=C2